ClC1=CC(=C(C=C1)C1=NC(=CC=2N=C(N(C(C21)=O)C)C)N2C[C@H](CCC2)C2=CC=NC=C2)F 5-(4-chloro-2-fluoro-phenyl)-2,3-dimethyl-7-((3R)-3-(4-pyridinyl)-1-piperidinyl)pyrido-[4,3-d]pyrimidin-4(3H)-one